C(#N)C1=NC(=NC=N1)N1CCN(CC1)C(=O)OC(C)(C)C tert-Butyl 4-(4-cyano-1,3,5-triazin-2-yl)piperazine-1-carboxylate